CC1(OB(OC1(C)C)C=1C=C(C=NC1)CN1CCOCC1)C 4-((5-(4,4,5,5-tetramethyl-1,3,2-dioxaborolan-2-yl)pyridin-3-yl)methyl)morpholine